C(CC)C1CC(CCCC1)CCC 1,3-dipropylcycloheptane